C(C)(C)(C)OC(=O)N1CCC2(CCC(C2=C=O)C)CC1 2-methyl-1-carbonyl-8-azaspiro[4.5]decane-8-carboxylic acid tert-butyl ester